N-((1-(4-fluorophenyl)-5-(4-isopropylphenyl)-1H-1,2,4-triazol-3-yl)methyl)adamantan-1-amine FC1=CC=C(C=C1)N1N=C(N=C1C1=CC=C(C=C1)C(C)C)CNC12CC3CC(CC(C1)C3)C2